1-(2-bromoethynyl)benzene BrC#CC1=CC=CC=C1